(4-((4-methylbenzyl)oxy)phenyl)-4-(1,2,3,6-tetrahydropyridin-4-yl)-7H-pyrrolo[2,3-d]pyrimidine CC1=CC=C(COC2=CC=C(C=C2)C=2N=C(C3=C(N2)NC=C3)C=3CCNCC3)C=C1